5-phenyl-pentane-1-sulfonic acid benzyloxy-amide C(C1=CC=CC=C1)ONS(=O)(=O)CCCCCC1=CC=CC=C1